OC1=CC=C(C=C1)S para-HydroxyThiophenol